(R)-N-((S)-2-chloro-4,6-dihydrospiro[cyclopenta[d]thiazol-5,4'-piperidin]-6-yl)-2-methylpropan-2-sulfinamide ClC=1SC2=C(N1)CC1(CCNCC1)[C@@H]2N[S@](=O)C(C)(C)C